N-{(S)-1-carbonyl-1-{{(S)-1-carbonyl-3-[(S)-2-carbonylpyrrolidin-3-yl]propan-2-yl}amino}-3-phenylpropan-2-yl}benzo[b]thiophene-2-carboxamide C(=O)=C([C@H](CC1=CC=CC=C1)NC(=O)C1=CC2=C(S1)C=CC=C2)N[C@H](C=C=O)C[C@H]2C(NCC2)=C=O